C(\C=C\C1=CC(OC)=C(O)C(OC)=C1)(=O)OC\C=C\C1=CC=C(C=C1)O p-coumaryl sinapate